3-(difluoromethyl)-1H-pyrazole-4-carbonyl chloride FC(C1=NNC=C1C(=O)Cl)F